diethylmethylenecyclopentadienyl-(4,7-dimethylindenyl)hafnium dichloride [Cl-].[Cl-].C(C)C(CC)=[Hf+2](C1C=CC2=C(C=CC(=C12)C)C)C1C=CC=C1